3-(3,5-difluorophenyl)-2-(3-(p-tolyl)ureido)propanamide FC=1C=C(C=C(C1)F)CC(C(=O)N)NC(=O)NC1=CC=C(C=C1)C